F[C@@H]1CN(CC1)C(=O)C=1C(=C(C=CC1)NC=1C(C(C1NC(CC)CC)=O)=O)O (S)-3-((3-(3-Fluoropyrrolidine-1-carbonyl)-2-hydroxyphenyl)amino)-4-(pentan-3-ylamino)cyclobut-3-ene-1,2-dione